The molecule is a member of the class of naphthols that is naproxen in which the 6-methoxy group has been demethylated. It has a role as a drug metabolite, an environmental contaminant, a human blood serum metabolite and a human urinary metabolite. It is a monocarboxylic acid and a member of naphthols. It is a conjugate acid of a desmethylnaproxen(1-). C[C@@H](C1=CC2=C(C=C1)C=C(C=C2)O)C(=O)O